2-allyl-4-(trifluoromethyl)phenol C(C=C)C1=C(C=CC(=C1)C(F)(F)F)O